(3R,4R,5S)-5-fluoro-1-(4-((5-isopropyl-8-((2R,3S)-2-methyl-3-((methylsulfonyl)methyl)azetidin-1-yl)isoquinolin-3-yl)amino)pyrimidin-2-yl)-4-methoxy-piperidin-3-ol F[C@@H]1[C@@H]([C@@H](CN(C1)C1=NC=CC(=N1)NC=1N=CC2=C(C=CC(=C2C1)C(C)C)N1[C@@H]([C@H](C1)CS(=O)(=O)C)C)O)OC